4-[(1H-benzotriazol-7-yl)amino]-2-[(6-methoxy-2-methyl-1,2,3,4-tetrahydroisoquinolin-7-yl)amino]pyrimidine-5-carboxamide N1N=NC2=C1C(=CC=C2)NC2=NC(=NC=C2C(=O)N)NC2=C(C=C1CCN(CC1=C2)C)OC